tert-butyl(22-chloro-9-oxo-3,6,13,16-tetraoxa-10-azadocosyl)carbamate C(C)(C)(C)OC(NCCOCCOCCC(NCCOCCOCCCCCCCl)=O)=O